6-(cyclopropanecarboxamido)-4-((3-(5-(fluoromethyl)-1,2,4-oxadiazol-3-yl)-2-methoxyphenyl)amino)-N-(methyl-d3)pyridazine-3-carboxamide, formic acid salt C(=O)O.C1(CC1)C(=O)NC1=CC(=C(N=N1)C(=O)NC([2H])([2H])[2H])NC1=C(C(=CC=C1)C1=NOC(=N1)CF)OC